N-(2-pyridinylmethyl)-N-(8-methyl-8-azabicyclo[3.2.1]octan-3-yl)-1,4-benzenedimethanamine N1=C(C=CC=C1)CN(CC1=CC=C(C=C1)CN)C1CC2CCC(C1)N2C